1-benzyl-N-(2-chloro-3-(trifluoromethyl)benzyl)piperidine-4-carboxamide C(C1=CC=CC=C1)N1CCC(CC1)C(=O)NCC1=C(C(=CC=C1)C(F)(F)F)Cl